C1OC[C@@H]2[C@H]1CN(C2)C=2C=CC=1N(C2)N=CC1C=1CCN(CC1)C(=O)OC(C)(C)C tert-butyl 4-(6-((3aR,6aS)-tetrahydro-1H-furo[3,4-c]pyrrol-5(3H)-yl)pyrazolo[1,5-a]pyridin-3-yl)-3,6-dihydropyridine-1(2H)-carboxylate